3-(5-(((1s,4s)-5-((4'-chloro-5,5-dimethyl-3,4,5,6-tetrahydro-[1,1'-biphenyl]-2-yl)methyl)-2,5-diazabicyclo[2.2.1]heptan-2-yl)methyl)-1-oxoisoindolin-2-yl)piperidine-2,6-dione ClC1=CC=C(C=C1)C1=C(CCC(C1)(C)C)CN1[C@@H]2CN([C@H](C1)C2)CC=2C=C1CN(C(C1=CC2)=O)C2C(NC(CC2)=O)=O